CN1CC2=CC=C(C=C2CC1)NC1=NC=C(C(=N1)N1OCCC1C1=CC=CC=C1)C(F)(F)F 2-methyl-N-(4-(3-phenylisooxazolidin-2-yl)-5-(trifluoromethyl)pyrimidin-2-yl)-1,2,3,4-tetrahydroisoquinolin-6-amine